ClC1=NC=CC(=N1)C1=CCC(CC1)CC1=NC=2C(=NC(=CC2)C(=O)OCC)N1C[C@H]1OCC1 ethyl 2-((4-(2-chloropyrimidin-4-yl) cyclohex-3-en-1-yl) methyl)-3-(((S)-oxetan-2-yl) methyl)-3H-imidazo[4,5-b]pyridine-5-carboxylate